ClC1=NC(=CC(=N1)C(=O)NC1CCC(CC1)OC)N1C=NC=C1 2-chloro-6-(1H-imidazol-1-yl)-N-((1r,4r)-4-methoxycyclohexyl)pyrimidine-4-carboxamide